N-(4-(2-((6,6-dimethyl-2,4-dioxo-3-azabicyclo[3.1.0]hexan-3-yl)methyl)thieno[3,2-b]pyridin-7-yl)-2-methyl-6-(trifluoromethyl)pyridin-3-yl)piperidine-4-carboxamide CC1(C2C(N(C(C12)=O)CC1=CC2=NC=CC(=C2S1)C1=C(C(=NC(=C1)C(F)(F)F)C)NC(=O)C1CCNCC1)=O)C